FC=1C=CC=2[C@H]([C@H]3N([C@@H](C2C1)C)C(CC3)=O)F (5R,10R,10aS)-7,10-difluoro-5-methyl-1,5,10,10a-tetrahydropyrrolo[1,2-b]isoquinolin-3(2H)-one